C(C)C(COCCO)CCCC 2-(2-ethylhexyl-oxy)ethanol